6-(6-fluoro-2-(fluoromethyl)-3,3-dimethyl-3H-indol-5-yl)-8-(4-fluoropiperidine-1-carbonyl)-2,3-dimethoxy-1,6-naphthyridin-5(6H)-one FC1=C(C=C2C(C(=NC2=C1)CF)(C)C)N1C(C=2C=C(C(=NC2C(=C1)C(=O)N1CCC(CC1)F)OC)OC)=O